C(C)(C)C1=C(C(=CC(=C1)C(C)C)C(C)C)B(C1=C(C=C(C=C1C(C)C)C(C)C)C(C)C)F bis(2,4,6-triisopropylphenyl)boron fluoride